2-(3-Chloro-2-methoxy-5-methylpyridin-4-yl)-6-(4-ethyl-3-(hydroxymethyl)-5-oxo-4,5-dihydro-1H-1,2,4-triazol-1-yl)-7-fluoro-4-(prop-1-en-2-yl)isoquinolin-1(2H)-one ClC=1C(=NC=C(C1N1C(C2=CC(=C(C=C2C(=C1)C(=C)C)N1N=C(N(C1=O)CC)CO)F)=O)C)OC